3-methyl-2-phenoxy-5-(phenoxycarbonylamino)pyridine CC=1C(=NC=C(C1)NC(=O)OC1=CC=CC=C1)OC1=CC=CC=C1